(S)-N-(2-(dimethylamino)propyl)-5,6-dimethyl-6H-pyrido[4,3-b]carbazole CN([C@H](CN1CC=2C(=C(C=3N(C=4C=CC=CC4C3C2)C)C)C=C1)C)C